BrC1=CC=C2C(C(N(C2=C1)C)=O)(F)F 6-bromo-3,3-difluoro-1-methyl-1,3-dihydro-2H-indol-2-one